N1=C(C=CC=C1C=1OC(=NN1)C1=CC(=CC=C1)C1=NN=C(O1)C1=CC=CC(=N1)C1=NC=CC=C1)C1=NC=CC=C1 1,3-bis(2-(2,2'-bipyridin-6-yl)-1,3,4-oxadiazol-5-yl)benzene